5-methyl-1,3-dioxolan-2,4-dione CC1C(OC(O1)=O)=O